6-(6-(2-hydroxypropan-2-yl)pyridin-3-yl)-4-(2-(tetrahydro-2H-pyran-3-yl)ethyl)-3,4-dihydropyrazino[2,3-b]pyrazin-2(1H)-one OC(C)(C)C1=CC=C(C=N1)C=1N=C2C(=NC1)NC(CN2CCC2COCCC2)=O